ClCC=C 3-chloroprop-1-ene